estren-17-ol C[C@@]12C(=CC[C@H]1[C@@H]1CCC3CCCC[C@@H]3[C@H]1CC2)O